[Cl-].[Cl-].[Cl-].CC=1C(C(=C(C1C)C)C)(C1=CC(=CC(=C1)C(C)(C)C)C(C)(C)C)[Hf+3] 2,3,4,5-tetramethyl[1-(3,5-di-tert-butylphenyl)]cyclopentadienyl-hafnium trichloride